3',4'-dihydro-[2,6'-biquinolin]-2'(1'H)-one N1=C(C=CC2=CC=CC=C12)C=1C=C2CCC(NC2=CC1)=O